C(OC(C)(C)C)(O[C@@H]1[C@H](O[C@H]([C@H]1F)N1C2=NC(=NC(=C2N=C1)SC1CCCC1)Cl)CO[Si](C1=CC=CC=C1)(C1=CC=CC=C1)C(C)(C)C)=O tert-butyl ((2R,3R,4S,5R)-2-(((tert-butyldiphenylsilyl)oxy) methyl)-5-(2-chloro-6-(cyclopentylthio)-9H-purin-9-yl)-4-fluorotetrahydrofuran-3-yl) carbonate